ClC=1C=C(C=C(C1)S(=O)(=O)C)NC(=O)C=1SC(=C(C1)C1=NC=C(C=N1)N1CC2(C1)CC(C2)(F)F)C N-(3-chloro-5-(methylsulfonyl)phenyl)-4-(5-(6,6-difluoro-2-azaspiro[3.3]hept-2-yl)pyrimidin-2-yl)-5-methylthiophene-2-carboxamide